NCCCCCCCNC=1C(=C(C(=O)NC2=NC=C(C=C2)C)C=CC1)C ((7-Aminoheptyl)amino)-2-methyl-N-(5-methylpyridin-2-yl)benzamide